C(C)(C)(C)N1CCC(CC1)OCCOCCOC1=CC=C(C=C1)[N+](=O)[O-] tert-butyl-4-[2-[2-(4-nitrophenoxy)ethoxy]ethoxy]piperidine